(±)-5-(2-ethoxy-3-pyridinyl)-1-propyl-N-[tetrahydrofuran-3-yl]pyrazolo[4,3-b]pyridin-7-amine C(C)OC1=NC=CC=C1C1=CC(=C2C(=N1)C=NN2CCC)N[C@H]2COCC2 |r|